(±)-8-hydroxy-2-(dipropylamino)tetrahydronaphthalene methyl-8-oxo-5,6,7,8-tetrahydroquinoline-5-carboxylate COC(=O)C1C=2C=CC=NC2C(CC1)=O.OC=1C=CC=C2CC[C@H](CC12)N(CCC)CCC |r|